N-(2-(benzylthio)pyridin-4-yl)-5-chloro-2-fluoro-4-(trifluoromethyl)benzamide C(C1=CC=CC=C1)SC1=NC=CC(=C1)NC(C1=C(C=C(C(=C1)Cl)C(F)(F)F)F)=O